F[C@H]1[C@@H](N(C1)C=1N=C(C2=C(N1)CCC2)C2=CC=C(C=C2)CN)C [4-[2-[(2S,3R)-3-fluoro-2-methyl-azetidin-1-yl]-6,7-dihydro-5H-cyclopenta[d]pyrimidin-4-yl]phenyl]methanamine